N,N-dimethylpropylene-1,3-diamine CN(C)CCCN